ClC=1C(=NC(=NC1)NC=1C=C(C=NC1)N1C(C2(CC1)CCN(CC2)C(=O)OC(C)(C)C)=O)N2C[C@@H](CCC2)O tert-butyl (R)-2-(5-((5-chloro-4-(3-hydroxypiperidin-1-yl)pyrimidin-2-yl)amino)pyridin-3-yl)-1-oxo-2,8-diazaspiro[4.5]decane-8-carboxylate